COC1=C(C(=O)C(C(=O)C(C2=C(C=CC=C2OC)OC)=O)CC)C(=CC=C1)OC bis(2,6-dimethoxybenzoyl)-1-butanone